6-[5-(3-bromophenyl)-1H-pyrazol-3-yl]-1,3-dioxolo[4,5-b]pyridine BrC=1C=C(C=CC1)C1=CC(=NN1)C=1C=C2C(=NC1)OCO2